dioleoyl hydrogen phosphite P(OC(CCCCCCC\C=C/CCCCCCCC)=O)(OC(CCCCCCC\C=C/CCCCCCCC)=O)O